N1CCC(CC1)CN1CCN(CC1)C=1C=C(C=NC1)N1C(CCCC1=O)=O (5-(4-(piperidin-4-ylmethyl)piperazin-1-yl)pyridin-3-yl)piperidine-2,6-dione